C(#C)C=1C(=CC=C2C=C(C=C(C12)C1=C(C=2N=C(N=C(C2C=N1)N(C[C@@H]1NCCCC1)C)N1CCC(CC1)(O)C)F)C(F)(F)F)F (R)-1-(7-(8-ethynyl-7-fluoro-3-(trifluoromethyl)naphthalen-1-yl)-8-fluoro-4-(methyl(piperidin-2-ylmethyl)amino)pyrido[4,3-d]pyrimidin-2-yl)-4-methylpiperidin-4-ol